NC1=NC2=C(C=3N1N=C(N3)C=3OC=CC3)C=NN2[C@](C(=O)NCC2=NC=C(C=C2)C)(C)C2=CC=CC=C2 (R)-2-(5-amino-2-(furan-2-yl)-7H-pyrazolo[4,3-e][1,2,4]triazolo[1,5-c]pyrimidin-7-yl)-N-((5-methylpyridin-2-yl)methyl)-2-phenylpropanamide